tert-butyl 4-(1-hydroxy-1H-pyrazol-3-yl)-2-methylpiperidine-1-carboxylate ON1N=C(C=C1)C1CC(N(CC1)C(=O)OC(C)(C)C)C